tert-butyl (1S)-3-(azidomethyl)-6,7-dichloro-8-methoxy-1-methyl-1,3-dihydro-2H-pyrrolo[3,4-c]quinoline-2-carboxylate N(=[N+]=[N-])CC1N([C@H](C2=C1C=NC=1C(=C(C(=CC21)OC)Cl)Cl)C)C(=O)OC(C)(C)C